ClC1=C(C(=CC=C1Cl)O)C1CC2N(C(CN(C2=O)C2CC(C2)O)=O)CC1 8-(2,3-dichloro-6-hydroxyphenyl)-2-[3-hydroxycyclobutyl]-hexahydropyrido[1,2-a]pyrazine-1,4-dione